(S)-8-(2-amino-6-((R)-1-(5-chloro-3',5'-bis(trifluoromethyl)-[1,1'-biphenyl]-2-yl)-2,2,2-trifluoroethoxy)pyrimidin-4-yl)-2,8-diazaspiro[4.5]decane-3-carboxylic acid NC1=NC(=CC(=N1)N1CCC2(C[C@H](NC2)C(=O)O)CC1)O[C@@H](C(F)(F)F)C1=C(C=C(C=C1)Cl)C1=CC(=CC(=C1)C(F)(F)F)C(F)(F)F